C1(=C(C=CC=C1)C1C2C3C4C=CC(C3C(C1)C2)C4)C 8-tolyl-tetracyclo[4.4.0.12,5.17,10]-3-dodecene